NC1=C(C(=O)NC2=CC=C(C=C2)N=NC=2C=NC=CC2)C=CC=C1 2-amino-N-[4-[2-(3-pyridinyl)diazenyl]phenyl]benzamide